tert-butyl 7'-bromo-4'-oxospiro[azetidine-3,2'-chromane]-1-carboxylate BrC1=CC=C2C(CC3(OC2=C1)CN(C3)C(=O)OC(C)(C)C)=O